CC1OC(C=2C(=NC=3C=CC(=CC3C21)C(=O)OC(C(O)CO)=C(C)C)N)C racemic-isopropylideneglycerol methyl-4-amino-3-methyl-1,3-dihydrofuro[3,4-c]quinoline-8-carboxylate